FC=1C(=CC2=C(NC(=N2)OC=2C=CC(=C(C2)N2N=NNC2=O)C)C1)C=1C=C2C=CN(C2=CC1)C 1-(5-((6-fluoro-5-(1-methyl-1H-indol-5-yl)-1H-benzo[d]imidazol-2-yl)oxy)-2-methylphenyl)-1,4-dihydro-5H-tetrazol-5-one